α-methyl-D-glutamine C[C@@](N)(CCC(N)=O)C(=O)O